ClC1=C(C=C2C=C(N=CC2=C1)NC(=O)[C@@H]1[C@@H](C1)C1CCOCC1)N1CCN(CC1)[C@@]1(COC[C@@H]1F)C (1S,2S)-N-[7-chloro-6-[4-((3R,4R)-4-fluoro-3-methyl-tetrahydrofuran-3-yl)piperazin-1-yl]-3-isoquinolyl]-2-tetrahydropyran-4-yl-cyclopropanecarboxamide